1-((tributylstannyl)methoxy)propan-2-amine C(CCC)[Sn](CCCC)(CCCC)COCC(C)N